9-phenyl-9-(4-bromophenyl)fluorene C1(=CC=CC=C1)C1(C2=CC=CC=C2C=2C=CC=CC12)C1=CC=C(C=C1)Br